methyl 2-((2-cyano-3-cyclopropylphenyl)amino)-2-cyclopropylacetate C(#N)C1=C(C=CC=C1C1CC1)NC(C(=O)OC)C1CC1